2-aminoimidazoline C1CN=C(N1)N